C(=C)C1=C(C(=NN1)N=NC1=NNC=C1)C1=CC=CC=C1 vinyl-phenyl-azopyrazole